2-(4-(3-amino-1H-indazol-5-yl)-1H-pyrrolo[2,3-b]pyridin-2-yl)phenol NC1=NNC2=CC=C(C=C12)C1=C2C(=NC=C1)NC(=C2)C2=C(C=CC=C2)O